COC(=O)C1=CC=2C(=NC(=CC2C)Cl)N1 6-chloro-4-methyl-1H-pyrrolo[2,3-b]pyridine-2-carboxylic acid methyl ester